1-((2R,5S)-5-(3-chloro-4-fluorophenyl)-2-methylpiperazin-1-yl)-2-methylpropan-1-one ClC=1C=C(C=CC1F)[C@@H]1NC[C@H](N(C1)C(C(C)C)=O)C